3-amino-4-(2-methyl-4-phenoxyanilino)thieno[2,3-b]Pyridine-2-carboxylic acid methyl ester COC(=O)C1=C(C=2C(=NC=CC2NC2=C(C=C(C=C2)OC2=CC=CC=C2)C)S1)N